C1(=CC=CC=C1)OP(OC1=CC=CC=C1)(=O)N1C(C=CC=C1)=O diphenyl-2-oxopyridin-1-phosphonate